(R)-N-((5-fluoro-2-hydroxyphenyl)(1H-indol-2-yl)methyl)-3-methyl-5-(5-(piperidin-4-yl)pyrimidin-2-yl)benzamide FC=1C=CC(=C(C1)[C@@H](NC(C1=CC(=CC(=C1)C1=NC=C(C=N1)C1CCNCC1)C)=O)C=1NC2=CC=CC=C2C1)O